(2R)-6-chloro-4-oxo-N-[3-(2-{[2-(trifluoromethyl)pyrimidin-5-yl]oxy}acetamido)bicyclo[1.1.1]pentan-1-yl]-3,4-dihydro-2H-1-benzopyran-2-carboxamide ClC=1C=CC2=C(C(C[C@@H](O2)C(=O)NC23CC(C2)(C3)NC(COC=3C=NC(=NC3)C(F)(F)F)=O)=O)C1